C(C)(C)(C)OC(=O)N1N=C(C=C1)OCC1=C(C=C(C=C1)F)F tert-butyl-3-[(2,4-difluorophenyl)methoxy]pyrazole-1-carboxylate